OC1[C@@H](N)[C@H](O)[C@H](O)[C@H](O1)C L-6-deoxy-mannosamine